3-(2-{[(2r,7as)-2-fluoro-hexahydro-1H-pyrroliz-7a-yl]methoxy}-7-chloro-8-fluoropyrido[4,3-d]pyrimidin-4-yl)-3,8-diazabicyclo[3.2.1]octane-8-carboxylic acid tert-butyl ester C(C)(C)(C)OC(=O)N1C2CN(CC1CC2)C=2C1=C(N=C(N2)OC[C@]23CCCN3C[C@@H](C2)F)C(=C(N=C1)Cl)F